diaminopropionic acid-N-palmityl-N-oleylamide trihydrochloride Cl.Cl.Cl.C(CCCCCCCCCCCCCCC)N(C(C(C)(N)N)=O)CCCCCCCC\C=C/CCCCCCCC